C(\C=C/C(=O)NNC(C1=C(C=CC(=C1)CCCCCCCC)O)=O)(=O)NNC(C1=C(C=CC(=C1)CCCCCCCC)O)=O 1,1'-Maleoyl-bis[2-(2-hydroxy-5-octylbenzoyl)hydrazin]